2-(p-chlorophenyl)-4,6-bis(trichloromethyl)s-triazine 1-[4-(Ethoxycarbonyl)piperazin-1-yl]diazen-1-ium-1,2-diolate C(C)OC(=O)N1CCN(CC1)[N+](=N[O-])[O-].ClC1=CC=C(C=C1)C1=NC(=NC(=N1)C(Cl)(Cl)Cl)C(Cl)(Cl)Cl